CNCCCN N-Methyl-1,3-propandiamin